(S)-N-(4-((7-chloro-1-methyl-2-((1-methyl-2-oxo-5-(trifluoromethyl)-1,2-dihydropyridin-3-yl)amino)-1H-imidazo[4,5-b]pyridin-6-yl)oxy)pyridin-2-yl)-2-(4-methylmorpholin-2-yl)acetamide ClC1=C2C(=NC=C1OC1=CC(=NC=C1)NC(C[C@H]1CN(CCO1)C)=O)N=C(N2C)NC=2C(N(C=C(C2)C(F)(F)F)C)=O